methyl (R,E)-4-(2-(N-methyl-2-(N-(1-(1-(naphthalen-1-yl)ethyl)piperidin-4-yl)methylsulfonamido)acetamido)acetamido)but-2-enoate CN(C(CN(S(=O)(=O)C)C1CCN(CC1)[C@H](C)C1=CC=CC2=CC=CC=C12)=O)CC(=O)NC/C=C/C(=O)OC